(4aR,8aS)-6-[3-[4-(2,4-difluorophenoxy)phenyl]azetidine-1-carbonyl]-4,4a,5,7,8,8a-hexahydropyrido[4,3-b][1,4]oxazin-3-one FC1=C(OC2=CC=C(C=C2)C2CN(C2)C(=O)N2C[C@@H]3[C@@H](OCC(N3)=O)CC2)C=CC(=C1)F